OCC(CO)(CO)NCC(CS(=O)(=O)O)O 3-{[1,3-dihydroxy-2-(hydroxymethyl)-2-propyl]amino}-2-hydroxy-1-propanesulfonic acid